N-[(1S)-1-[[(2-chloroacetyl)-(1H-imidazol-4-ylmethyl)amino]carbamoyl]-3-methyl-butyl]carbamic acid benzyl ester C(C1=CC=CC=C1)OC(N[C@@H](CC(C)C)C(NN(CC=1N=CNC1)C(CCl)=O)=O)=O